2-(3-Chlorophenyl)-2,2-difluoro-1-phenylethyl ((S)-3-cyclopentyl-1-(((S)-1-hydroxy-3-((S)-2-oxopyrrolidin-3-yl)propan-2-yl)amino)-1-oxopropan-2-yl)carbamate C1(CCCC1)C[C@@H](C(=O)N[C@H](CO)C[C@H]1C(NCC1)=O)NC(OC(C(F)(F)C1=CC(=CC=C1)Cl)C1=CC=CC=C1)=O